C1(=CC=CC=C1)C(C1=CC=CC=C1)N DIPHENYLMETHYLAMINE